5-Fluoro-3-[3-(4-methanesulfonylphenyl)-1,2-oxazol-5-yl]-6-(2-methoxyethoxy)-1H-indazole FC=1C=C2C(=NNC2=CC1OCCOC)C1=CC(=NO1)C1=CC=C(C=C1)S(=O)(=O)C